CC1=C(C(=C(C(=C1OC(=O)C)C)I)C)OC(=O)C iodomesitylene diacetate